(2s,4s)-N-(3-chloro-4-fluorophenyl)-1-(3-cyano-6-methyl-4-(trifluoromethyl)-pyridin-2-yl)-4-(2-(hydroxy-methyl)morpholino)-N-methylpyrrolidine-2-carboxamide ClC=1C=C(C=CC1F)N(C(=O)[C@H]1N(C[C@H](C1)N1CC(OCC1)CO)C1=NC(=CC(=C1C#N)C(F)(F)F)C)C